BrC=1C=C(C=NC1)C=O 5-bromo-3-pyridinecarboxaldehyde